C(C)(C)(C)C=1C=C(C=C(C1O)C(C)(C)C)CC1=CC(=C(C(=C1)C(C)(C)C)O)C(C)(C)C bis(3,5-di-t-butyl-4-hydroxyphenyl)methane